4-(aminomethyl)-2-methylaniline NCC1=CC(=C(N)C=C1)C